(6aR,10aR)-6,6,9-trimethyl-3-pentyl-6a,7,10,10a-tetrahydro-6H-benzo[c]chromen-1-yl (3-(phosphonooxy)propyl)carbamate di-ammonium salt [NH4+].[NH4+].P(=O)(O)(O)OCCCNC(OC1=C2[C@H]3[C@H](C(OC2=CC(=C1)CCCCC)(C)C)CC=C(C3)C)=O